N=1ON=C2C1N=C(C(=N2)NC2=CC=C(C(=O)OC)C=C2)NC2=CC=C(C(=O)OC)C=C2 Dimethyl 4,4'-([1,2,5]oxadiazolo[3,4-b]pyrazine-5,6-diylbis(azanediyl))dibenzoate